C(C1=CC=CC=C1)OCC1CCN(CC1)C=1C=CC2=C(N(C(N2)=O)C)C1F 6-(4-((benzyloxy)methyl)piperidin-1-yl)-7-fluoro-1-methyl-1,3-dihydro-2H-benzo[d]imidazol-2-one